COC(=O)C1=CC=C(C=C1)C1NCC(N(C1)C)=O 2-(4-(methoxycarbonyl)phenyl)-4-methyl-5-oxopiperazine